FC(C1CCN(CC1)C=1N=CC(=NC1)NC1=CC=C(CNC(OC(C)(C)C)=O)C=C1)(F)F tert-butyl (4-((5-(4-(trifluoromethyl)piperidin-1-yl)pyrazin-2-yl)amino)benzyl)carbamate